4-[3-chloro-6-fluoro-2-[2-(1-methylindazol-6-yl)ethyl]phenyl]-5-hydroxy-2,6-dimethyl-pyridazin-3-one ClC=1C(=C(C(=CC1)F)C=1C(N(N=C(C1O)C)C)=O)CCC1=CC=C2C=NN(C2=C1)C